FC=1C=C2C=CN(C2=CC1O)C 5-fluoro-1-methyl-1H-indol-6-ol